C(C)(=O)NC=1C=C(C=CC1)C=1C=CC=2N(N1)C(=CN2)C=2C=C(C(=O)NCCN(C)C)C=CC2 3-[6-(3-acetamidophenyl)imidazo[1,2-b]pyridazin-3-yl]-N-(2-dimethylamino-ethyl)benzamide